dicyclohexylphenylphosphinylpalladium (II) C1(CCCCC1)C=1C(=C(C=CC1)P(=O)[Pd+])C1CCCCC1